(3S,5R)-1-Methyl-5-[(4-nitrophenoxy)methyl]pyrrolidin-3-ol CN1C[C@H](C[C@@H]1COC1=CC=C(C=C1)[N+](=O)[O-])O